({[1-(difluoromethyl)cyclopropyl]methoxy}methyl)-1,4'-bipiperidine dihydrochloride Cl.Cl.FC(C1(CC1)COCC1N(CCCC1)C1CCNCC1)F